4-bromo-2-(6-azaspiro[2.5]oct-6-yl)benzoic acid BrC1=CC(=C(C(=O)O)C=C1)N1CCC2(CC2)CC1